C(C)(C)(C)C1=CC(=NN1[C@@H]1CN(CC1)CCF)NC=1N(C=2C(=NC=C(C2OC)OC=2C=NN3C2C=NC=C3)N1)C (S)-N-(5-(tert-butyl)-1-(1-(2-fluoroethyl)pyrrolidin-3-yl)-1H-pyrazol-3-yl)-7-methoxy-1-methyl-6-(pyrazolo[1,5-a]pyrazin-3-yloxy)-1H-imidazo[4,5-b]pyridin-2-amine